C(C)C(COC(C=1C=C(C(=O)OCCCC(C)C)C=CC1)=O)CCCC isophthalic acid (isohexyl) (2-ethylhexyl) ester